1-[(3S)-3-[4-[3-Chloro-4-(2,2,2-trifluoroethyl)anilino]-7-fluoro-pyrido[3,2-d]pyrimidin-6-yl]oxypyrrolidin-1-yl]prop-2-en-1-one ClC=1C=C(NC=2C3=C(N=CN2)C=C(C(=N3)O[C@@H]3CN(CC3)C(C=C)=O)F)C=CC1CC(F)(F)F